[F-].[Na+].NC=1C=C(C(=O)NCCN(C)C)C=C(C1)C(F)(F)F 3-amino-N-[2-(dimethylamino)ethyl]-5-(trifluoromethyl)benzamide Sodium Fluoride